O=C(CCCCC(=O)OC)CCCCC(=O)OC dimethyl 6-oxoundecanedioate